Br(=O)(=O)(=O)O.[K] potassium perbromic acid